2-bromo-3-methylpyrazolo[1,5-a]pyrimidine-6-carboxylic acid BrC1=NN2C(N=CC(=C2)C(=O)O)=C1C